ethyl 4-((R)-3-hydroxy-2-oxopyrrolidin-1-yl)-1-(5-(trifluoromethyl)pyrimidin-2-yl)piperidine-3-carboxylate O[C@H]1C(N(CC1)C1C(CN(CC1)C1=NC=C(C=N1)C(F)(F)F)C(=O)OCC)=O